C(C)(C)(C)C=1C=C(C=C(C1O)C(C)(C)C)CCC(=O)OCCSCCOC(CCC1=CC(=C(C(=C1)C(C)(C)C)O)C(C)(C)C)=O thiobis(ethane-2,1-diyl) bis[3-(3,5-di-tert-butyl-4-hydroxyphenyl) propionate]